O1CC(C1)N1C[C@@H](CCC1)NC=1N=NC(=C2C1C=NC=C2)C2=C(C=C(C=C2)C(F)(F)F)O 2-(4-{[(3R)-1-(oxetan-3-yl)piperidin-3-yl]amino}pyrido[3,4-d]pyridazin-1-yl)-5-(trifluoromethyl)phenol